3-(N-((4'-(Dimethylamino)-[1,1'-biphenyl]-4-yl)methyl)cyclohexanecarboxamido)-N-(5-methoxypyridin-3-yl)benzamide CN(C1=CC=C(C=C1)C1=CC=C(C=C1)CN(C(=O)C1CCCCC1)C=1C=C(C(=O)NC=2C=NC=C(C2)OC)C=CC1)C